7-chloro-2-(2-chloro-3-methylpyridin-4-yl)benzo[d]oxazole-5-carboxylic acid methyl ester COC(=O)C=1C=C(C2=C(N=C(O2)C2=C(C(=NC=C2)Cl)C)C1)Cl